NCCN(CCN)C N-(2-aminoethyl)-N1-methylethane-1,2-diamine